CN1C(C2(C3=CC=CC=C13)CCC1(CC2)OCCO1)CCC1=CC=CC=C1 1''-methyl-2''-(2-phenylethyl)-2''H-dispiro[1,3-dioxolane-2,1'-cyclohexane-4',3''-indole]